butyl-2,4-dichloro-5,8-dihydropyrido[3,4-d]pyrimidine-7(6H)-carboxylate C(CCC)OC(=O)N1CC=2N=C(N=C(C2CC1)Cl)Cl